BrC1=CC(=CN1)COC(NC)=O ((5-bromo-1H-Pyrrol-3-yl)methyl)(methyl)carbamate